CC1(C2=CC=CC=C2NC=2C=C(C=CC12)N1CN(C=C1)C)C 9,9-dimethyl-3-(3-methyl-2,3-dihydro-1H-imidazol-1-yl)-9,10-dihydroacridine